FC1=CC(=CC2=CN(N=C12)C)C=1C=CC(=C(C1)O)C1=CN=C(N=N1)N1CC(NCC1)C(C)C 5-(7-fluoro-2-methyl-2H-indazol-5-yl)-2-{3-[3-(prop-2-yl)piperazin-1-yl]-1,2,4-triazin-6-yl}phenol